3-((4-((3-(4-(((5-fluoro-4-oxo-2-(((tetrahydro-2H-pyran-4-yl)thio)methyl)-3,4-dihydroquinazolin-7-yl)oxy)methyl)piperidin-1-yl)cyclobutyl)methoxy)phenyl)amino)piperidine-2,6-dione FC1=C2C(NC(=NC2=CC(=C1)OCC1CCN(CC1)C1CC(C1)COC1=CC=C(C=C1)NC1C(NC(CC1)=O)=O)CSC1CCOCC1)=O